C(C)(C)(C)OC(C1=CC(=CC(=C1)C(C)(C)O)Br)=O 3-bromo-5-(2-hydroxypropan-2-yl)benzoic acid tert-butyl ester